N[C@H]([C@@H](CN(S(=O)(=O)C1=CC=C(C=C1)[N+](=O)[O-])C[C@H](C)O)O)CC1=CC=CC=C1 N-((2R,3S)-3-amino-2-hydroxy-4-phenylbutyl)-N-((S)-2-hydroxypropyl)-4-nitrobenzenesulphonamide